1-[2-fluoro-5-[2-(2-hydroxyethoxy)-6-(morpholin-4-yl)pyridin-4-yl]-4-methylphenyl]-3-[2-(trifluoromethyl)cyclopropyl]urea FC1=C(C=C(C(=C1)C)C1=CC(=NC(=C1)N1CCOCC1)OCCO)NC(=O)NC1C(C1)C(F)(F)F